BrC=1C(=CC2=C(OCO2)C1)C1NC=2C=CC(=CC2C2C1CC=C2)C(C)=O 1-[4-(6-bromobenzo[1,3]dioxol-5-yl)-3a,4,5,9b-tetrahydro-3H-cyclopenta[c]quinolin-8-yl]-ethanone